1-(4-(5-(6-(difluoromethoxy)-5-(2,3-dimethylphenyl)-1H-pyrazolo[4,3-b]pyridin-3-yl)pyridin-2-yl)piperazin-1-yl)ethan-1-one FC(OC=1C=C2C(=NC1C1=C(C(=CC=C1)C)C)C(=NN2)C=2C=CC(=NC2)N2CCN(CC2)C(C)=O)F